ClC1=C2N=C(N=C3C2=C(O[C@H]([C@@H]2[C@@H]4CC[C@H](CN32)N4C(=O)OC(C)(C)C)C)N=C1Cl)S(=O)(=O)C tert-Butyl (5S,5aS,6S,9R)-1,2-dichloro-5-methyl-12-(methylsulfonyl)-5a,6,7,8,9,10-hexahydro-5H-4-oxa-3,10a,11,13,14-pentaaza-6,9-methanonaphtho[1,8-ab]heptalene-14-carboxylate